C1(=CC=CC=C1)S(=O)(=O)N1C=CC=2C1=NC=CC2C2=CC=C(C=C2)NC(=O)[C@H](C(C)O)NC(OC(C)(C)C)=O tert-Butyl N-[(1S)-1-[[4-[1-(benzenesulfonyl)pyrrolo[2,3-b]pyridin-4-yl]phenyl]carbamoyl]-2-hydroxy-propyl]carbamate